ClC1=NC(=NC(=C1)C(C)(C)F)N1N=C(C=2C=NC(=CC21)NC(C)=O)C2CC2 N-(1-(4-chloro-6-(2-fluoropropan-2-yl)pyrimidin-2-yl)-3-cyclopropyl-1H-pyrazolo[4,3-c]pyridin-6-yl)acetamide